CC=1C(=NC=2C1C=1C=CC=CC1C2)C dimethyl-indenopyrrole